5,5'-((4,10-bis(carboxymethyl)-1,4,7,10-tetraazacyclododecane-1,7-diyl)bis(methylene))bis(furan-2-carboxylic acid) C(=O)(O)CN1CCN(CCN(CCN(CC1)CC1=CC=C(O1)C(=O)O)CC(=O)O)CC1=CC=C(O1)C(=O)O